4-(3,5-bis(trifluoromethyl)phenyl)-7-t-butyl-5-(3-methoxyphenoxy)-1,3-diiminobenzisoindoline FC(C=1C=C(C=C(C1)C(F)(F)F)C1=C2C(NC(C2=C2C(=C1OC1=CC(=CC=C1)OC)C=C(C=C2)C(C)(C)C)=N)=N)(F)F